FC(C=1C=C(CN2C=C(C3=C(C=CC=C23)C(=O)OC)/C=C(/C(=O)[O-])\C#N)C=C(C1)C(F)(F)F)(F)F (E)-3-(1-(3,5-bis(trifluoromethyl) benzyl)-4-(methoxycarbonyl)-1H-indol-3-yl)-2-cyanoacrylate